C(C)C1=C(C(=C(C=C1)CC)CC)CC 1,2,3,4-tetraethylbenzene